(E)-(2-ethoxyvinyl)boronic acid pinacol ester C(C)O/C=C/B1OC(C)(C)C(C)(C)O1